4-[2-(Ethylamino)-6-[1-oxo-4-(trifluoromethyl)-3H-isoindol-2-yl]pyridin-4-yl]-3-(4-methyl-1,2,4-triazol-3-yl)benzonitrile C(C)NC1=NC(=CC(=C1)C1=C(C=C(C#N)C=C1)C1=NN=CN1C)N1C(C2=CC=CC(=C2C1)C(F)(F)F)=O